naphthylindan-1,3-dione C1(=CC=CC2=CC=CC=C12)C1C(C2=CC=CC=C2C1=O)=O